3-(2,3-dihydro-1,4-benzodioxin-6-ylsulfanyl)pyridazine-4-carbonitrile O1CCOC2=C1C=CC(=C2)SC=2N=NC=CC2C#N